3-(8-(2,6-dimethylpyridin-4-yl)-5,5-dimethyl-1,3,4,5-tetrahydro-2H-benzo[c]azepin-2-yl)-1-(4-methylpiperidin-1-yl)propan-1-one CC1=NC(=CC(=C1)C=1C=CC2=C(CN(CCC2(C)C)CCC(=O)N2CCC(CC2)C)C1)C